C(C)(C)(C)OC(=O)NCCCN(CCCC(=O)O)CCCNC(=O)OC(C)(C)C 4-[bis[3-(tert-butoxycarbonylamino)propyl]amino]butanoic acid